2-(1H-imidazol-4-yl)-3-methylmorpholine N1C=NC(=C1)C1C(NCCO1)C